FC(CCNC(=O)C1=CC(=NC(=C1)C#C)C#C)(F)F N-(3,3,3-trifluoropropyl)-2,6-diethynylpyridine-4-carboxamide